3-((5-((4-(4-amino-3-(4-phenoxyphenyl)-1H-pyrazolo[3,4-d]pyrimidin-1-yl)piperidin-1-yl)methyl)pyrazin-2-yl)amino)piperidine-2,6-dione NC1=C2C(=NC=N1)N(N=C2C2=CC=C(C=C2)OC2=CC=CC=C2)C2CCN(CC2)CC=2N=CC(=NC2)NC2C(NC(CC2)=O)=O